arginyl-lactate N[C@@H](CCCNC(N)=N)C(=O)OC(C(O)C)=O